BrC=1C=C(C2=C(N(C(N2C)=O)C)C1)C=1CCOCC1 6-bromo-4-(3,6-dihydro-2H-pyran-4-yl)-1,3-dimethyl-1,3-dihydro-2H-benzo[d]imidazol-2-one